FC(C1=CC=C(C=N1)NC=C(C(=O)OCC)C(=O)OCC)(F)F diethyl 2-(((6-(trifluoromethyl)pyridin-3-yl)amino)methylene)malonate